(1s,4s)-4-(8-(2,3-dichloro-4-cyanophenylamino)-2-(tetrahydro-2H-pyran-4-ylamino)-9H-purin-9-yl)cyclohexanecarboxamide ClC1=C(C=CC(=C1Cl)C#N)NC=1N(C2=NC(=NC=C2N1)NC1CCOCC1)C1CCC(CC1)C(=O)N